(2R)-2-({4-[(3,4-Dihydro-2H-pyrano[2,3-c]pyridin-6-yl-methyl)amino]-1-piperidinyl}methyl)-1,2-dihydro-3H,8H-2a,5,8a-triazaacenaphthylene-3,8-dione O1CCCC=2C1=CN=C(C2)CNC2CCN(CC2)C[C@@H]2CN1C(C=CC=3N=CC(N2C13)=O)=O